ClC1=C(CNC(=O)C23CC4(CC(CC(C2)C4)C3)C3=CC=C(C=C3)Cl)C=CC(=C1)F 3-(4-Chloro-phenyl)-adamantane-1-carboxylic acid 2-chloro-4-fluoro-benzylamide